CC1=CC=C(C=N1)C(=O)N 6-methylpyridine-3-carboxamide